C(#N)C=1C=C2CCN(CC2=CC1)C1=NN(C=C1)C1CCN(CC1)CC1=NC2=C(N1C[C@H]1OCC1)C=C(C=C2)C(=O)O (S)-2-((4-(3-(6-cyano-3,4-dihydroisoquinolin-2(1H)-yl)-1H-pyrazol-1-yl)piperidin-1-yl)methyl)-1-(oxetan-2-ylmethyl)-1H-benzo[d]imidazole-6-carboxylic acid